2-(5-bromobenzofuran-2-yl)-N-((1r,2r)-1-(2,3-dihydrobenzo[b][1,4]dioxin-6-yl)-1-hydroxy-3-(pyrrolidin-1-yl)propan-2-yl)-2,2-difluoroacetamide BrC=1C=CC2=C(C=C(O2)C(C(=O)N[C@@H]([C@H](O)C2=CC3=C(OCCO3)C=C2)CN2CCCC2)(F)F)C1